methyl-2,6-diazaspiro[3.3]heptane CC1NCC12CNC2